BrC#CCC(C1=C(C=CC(=C1)F)F)N1N=C2C=C(C=CC2=C1)C#CC1(CN(CCC1)C(=O)OC(C)(C)C)C tert-butyl 3-((2-(4-bromo-1-(2,5-difluorophenyl)but-3-yn-1-yl)-2H-indazol-6-yl)ethynyl)-3-methylpiperidine-1-carboxylate